C(N)(=N)S[C@H]1[C@@H](CC1)C(=O)O trans-2-(carbamimidoyl-sulfanyl)cyclobutane-1-carboxylic acid